C1(=CC=C(C=C1)COC1=C(C(=C(C=O)C=C1C)C)C=O)COC1=C(C(=C(C=O)C=C1C)C)C=O 4,4'-((1,4-phenylenebis(methylene))bis(oxy))bis(2,5-dimethylisophthalaldehyde)